3-(1-Tosyl-1H-indol-3-yl)propan-1-ol S(=O)(=O)(C1=CC=C(C)C=C1)N1C=C(C2=CC=CC=C12)CCCO